(S)-4-(3-aminopiperidin-1-yl)-N-(2-(2-fluoro-6-methoxyphenyl)pyrimidin-4-yl)-6'-(2-methoxyethoxy)-[3,3'-bipyridin]-6-amine N[C@@H]1CN(CCC1)C1=C(C=NC(=C1)NC1=NC(=NC=C1)C1=C(C=CC=C1OC)F)C=1C=NC(=CC1)OCCOC